C(C)(C)(C)N1CC(C1)(C)COC tert-Butyl-3-(methoxymethyl)-3-methylazetidine